(2S,4R)-4-Hydroxy-2-((4-(4-methylthiazol-5-yl)benzyl)carbamoyl)pyrrolidin O[C@@H]1C[C@H](NC1)C(NCC1=CC=C(C=C1)C1=C(N=CS1)C)=O